C1(CCCCCC1)NC(OC1=CC(=C(C=C1)OC(F)(F)F)C=1C=NC=C(C1)C=1OC=CN1)=O 3-(5-(oxazol-2-yl)pyridin-3-yl)-4-(trifluoromethoxy)phenyl cycloheptylcarbamate